ClC1=C(C#N)C=CC(=C1)N1CC2(C[C@@H]1C)CCN(CC2)C2=NC=C(N=C2)C(=O)N2CCC(CC2)CN2CCN(CC2)C2=CC(=CC=C2)NC2C(NC(CC2)=O)=O 2-Chloro-4-((3S)-8-(5-(4-((4-(3-((2,6-dioxopiperidin-3-yl)amino)phenyl)piperazine-1-yl)methyl)piperidine-1-carbonyl)pyrazin-2-yl)-3-methyl-2,8-diazaspiro[4.5]dec-2-yl)benzonitrile